3-fluoro-7-[1-(2,2,3,3,3-pentafluoropropyl)-1H-pyrazol-4-yl]-8-(trifluoromethyl)-1H,2H,6H-pyrimido[1,2-a][1,3]diazine-2,6-dione FC=1C(NC=2N(C1)C(C(=C(N2)C(F)(F)F)C=2C=NN(C2)CC(C(F)(F)F)(F)F)=O)=O